2-(1,3-Dioxolan-2-yl)-6-((4-phenylpiperazin-1-yl)methyl)pyridin-3-ol O1C(OCC1)C1=NC(=CC=C1O)CN1CCN(CC1)C1=CC=CC=C1